BrC=1C=CC(=NC1C(F)F)N1CCN(CC1)C(=O)OC(C)(C)C tert-butyl 4-(5-bromo-6-(difluoromethyl)pyridin-2-yl)piperazine-1-carboxylate